tolylene malonate C1(CC(=O)OC2=CC(=C(C)C=C2)O1)=O